The molecule is a glycosylgalactose consisting of beta-D-glucopyranose and alpha-D-galactopyranose residues joined in sequence by a (1->3) glycosidic bond. It derives from a beta-D-glucose and an alpha-D-galactose. C([C@@H]1[C@@H]([C@@H]([C@H]([C@H](O1)O)O)O[C@H]2[C@@H]([C@H]([C@@H]([C@H](O2)CO)O)O)O)O)O